[I-].C(C)[N+](CCC1=CNC2=C(C=CC=C12)C)(CC)CC triethyl-[2-(7-methyl-1H-indol-3-yl)ethyl]azanium iodide